2-{[2-(4-Chlorophenyl)imidazo[1,2-a]pyridin-3-yl]methyl}-2,5-diazabicyclo[2.2.2]-octan-Dihydrochlorid Cl.Cl.ClC1=CC=C(C=C1)C=1N=C2N(C=CC=C2)C1CN1C2CNC(C1)CC2